Isobutyl ((4-bromophenoxy)(4-nitrophenoxy)phosphoryl)-L-alaninate BrC1=CC=C(OP(=O)(OC2=CC=C(C=C2)[N+](=O)[O-])N[C@@H](C)C(=O)OCC(C)C)C=C1